1-ethyl-pyrazole-3-carbonitrile C(C)N1N=C(C=C1)C#N